FC1=C(C(=O)O)C(=C(C(=C1F)S)F)F 2,3,5,6-tetrafluoro-4-mercaptobenzoic acid